C(C)SC(C)CC sec-butyl ethyl sulfide